FC(C(=O)N1[C@H](C[C@@]2(C[C@H]1C=1N=NN(C1)C)OCCC1=CC(=CC=C12)C(F)(F)F)C)(F)F 2,2,2-trifluoro-1-[(1S,2'S,6'S)-2'-methyl-6'-(1-methyltriazol-4-yl)-6-(trifluoromethyl)spiro[isochromane-1,4'-piperidine]-1'-yl]ethanone